C(C)(C)(C)P[SH-]B([O-])[O-] tert-butylphosphinothioborate